C(C)(C)(C)C=1C=CC=2C(NS(C=3C=CC=C(NC(CC[C@H]4CC(N(C2N1)C4)(C)C)CCCC(=O)OCC)N3)(=O)=O)=O ethyl 4-[(14S)-8-tert-butyl-12,12-dimethyl-2,2,4-trioxo-2λ6-thia-3,9,11,18,23-pentaazatetracyclo[17.3.1.111,14.05,10]tetracosa-1(23),5(10),6,8,19,21-hexaen-17-yl]butanoate